C(CCC)S\C=C\C1=CC2=CC=CC=C2C=C1 (E)-butyl(2-(naphthalen-2-yl)vinyl)sulfane